5-(((1R)-1-(2-(aminomethyl)-5-fluoro-2-(meth-oxymethyl)-2,3-dihydrobenzofuran-7-yl)ethyl)amino)pyrazolo[1,5-a]pyrimidine-3-carboxylic acid NCC1(OC2=C(C1)C=C(C=C2[C@@H](C)NC2=NC=1N(C=C2)N=CC1C(=O)O)F)COC